C(C=C)(=O)OCCC(C(C(C(CC)(F)F)(F)F)(F)F)(F)F acryloyloxy-3,3,4,4,5,5,6,6-octafluorooctane